tert-butyl ((1-(3-bromo-4-chloropyridin-2-yl)-3-methyl-1H-1,2,4-triazol-5-yl)methyl)(methyl)carbamate BrC=1C(=NC=CC1Cl)N1N=C(N=C1CN(C(OC(C)(C)C)=O)C)C